FC(S(=O)(=O)NC1=C(C=C(C=C1)B1OC(C(O1)(C)C)(C)C)OC(C)C)F 1,1-difluoro-N-(2-isopropoxy-4-(4,4,5,5-tetramethyl-1,3,2-dioxaborolan-2-yl)phenyl)methane-sulfonamide